BrCCCCCCCC1=CC=CC=C1 (7-bromoheptyl)-benzene